(4S)-7,8-dichloro-N-(2,2-difluoroethyl)-6-(2,6-difluorophenyl)-4-methyl-4H-[1,2,4]triazolo[1,5-a][1,4]benzodiazepine-2-carboxamide ClC1=C(C=CC2=C1C(=N[C@H](C=1N2N=C(N1)C(=O)NCC(F)F)C)C1=C(C=CC=C1F)F)Cl